4-(2-methoxypyridin-3-yl)-9-methyl-3,4,7,15-tetraazatricyclo[12.3.1.02,6]Octadec-1(18),2,5,14,16-pentaen-8-one COC1=NC=CC=C1N1N=C2C=3C=CN=C(CCCCC(C(NC2=C1)=O)C)C3